C(C1=CC=CC=C1)N(C(=O)C1=CC=C2/C(/C(NC2=C1)=O)=C/C=1NC(=CC1C)C)CCO (Z)-N-benzyl-3-((3,5-dimethyl-1H-pyrrol-2-yl)methylene)-N-(2-hydroxyethyl)-2-oxindole-6-carboxamide